(6-((4-(tert-Butyl)pyridin-2-yl)methyl)-2-azaspiro[3.3]heptan-2-yl)((1s,3s)-3-hydroxy-3-methylcyclobutyl)methanone C(C)(C)(C)C1=CC(=NC=C1)CC1CC2(CN(C2)C(=O)C2CC(C2)(C)O)C1